2,6-dibromo-4-[(2-ethyl-5,6,7,8-tetrahydroimidazo[1,2-a]pyridin-3-yl)hydroxymethyl]phenol BrC1=C(C(=CC(=C1)C(O)C1=C(N=C2N1CCCC2)CC)Br)O